3-tert-butoxy-N-[6-[2-[(1-methylpyrazol-4-yl)amino]Pyrimidin-4-yl]Tetralin-1-yl]Azetidine-1-carboxamide C(C)(C)(C)OC1CN(C1)C(=O)NC1CCCC2=CC(=CC=C12)C1=NC(=NC=C1)NC=1C=NN(C1)C